9-[[4-[1-methyl-4-(trifluoromethyl)imidazol-2-yl]phenyl]methyl]purin-8-imine CN1C(=NC(=C1)C(F)(F)F)C1=CC=C(C=C1)CN1C2=NC=NC=C2NC1=N